FC1=CC2=C(C(=NO2)C2CCN(CC2)CCC2=C(N=C3N(C2=O)CCCC3O)C)C=C1 3-(2-(4-(6-fluorobenzo[d]isoxazol-3-yl)piperidin-1-yl)ethyl)-9-hydroxy-2-methyl-6,7,8,9-tetrahydro-4H-pyrido[1,2-a]pyrimidin-4-one